FC1CN(C1)C1=NC(=C(C(=C1C#N)C1=CC=C(C=C1)[C@@H]1COCC1)C#N)S |o1:19| (R*)-2-(3-fluoroazetidin-1-yl)-6-mercapto-4-(4-(tetrahydrofuran-3-yl)phenyl)pyridine-3,5-dicarbonitrile